2,5-dioxopyrrolidin-1-yl-6-(2-(methylsulfonyl) pyrimidin-5-yl)hexa-5-ynoate O=C1N(C(CC1)=O)C(C(=O)[O-])CCC#CC=1C=NC(=NC1)S(=O)(=O)C